4-(ethylsulfonamido)benzamide C(C)S(=O)(=O)NC1=CC=C(C(=O)N)C=C1